NC=1C(=NC(=CC1)OC)C(CN(C(=O)OC(C)(C)C)CC1=C(C=CC(=C1)F)NC1=C(C(=O)OC)C=C(C(=C1)C(F)(F)F)F)(C)C methyl 2-((2-(((2-(3-amino-6-methoxypyridin-2-yl)-2-methylpropyl)(tert-butoxy-carbonyl)amino)methyl)-4-fluorophenyl)amino)-5-fluoro-4-(trifluoromethyl)benzoate